CS(=O)(=O)N1NC=2C(=C1)C=NC2 2-(methylsulfonyl)pyrrolo[3,4-c]pyrazol